3-chloropropylmethyldiisopropyloxysilane ClCCC[Si](OC(C)C)(OC(C)C)C